(3s,4r)-4-[(1-benzyloxycarbonyl-azetidin-3-yl)methoxy]-3-fluoro-piperidine-1-carboxylic acid tert-butyl ester C(C)(C)(C)OC(=O)N1C[C@@H]([C@@H](CC1)OCC1CN(C1)C(=O)OCC1=CC=CC=C1)F